3,3'-bis(methoxy)-5,5-dimethyl-2,2-biphenol COC1=C(C(=CC(C1)(C)C)O)C=1C(=CC=CC1OC)O